2-(Phenylmethoxycarbonylamino)-3-(4-(3,4-dichlorophenyl)-5-isobutylthiazol-2-ylamino)propionic acid C1(=CC=CC=C1)COC(=O)NC(C(=O)O)CNC=1SC(=C(N1)C1=CC(=C(C=C1)Cl)Cl)CC(C)C